8-[(2S,SR)-4-[1-(5-methoxypyridin-2-yl)ethyl]-2,5-dimethylpiperazin-1-yl]-5-methyl-6-oxo-5,6-dihydro-1,5-naphthyridine-2,7-dicarbonitrile COC=1C=CC(=NC1)C(C)N1C[C@@H](N(C[C@@H]1C)C1=C(C(N(C=2C=CC(=NC12)C#N)C)=O)C#N)C |&1:15|